O=C1C(NC2=CC=C(C=C2N1)C(=O)OC)CC(F)(F)F methyl 3-oxo-2-(2,2,2-trifluoroethyl)-1,2,3,4-tetrahydroquinoxaline-6-carboxylate